N-(3-aminopropyl)-N-(2-bromophenyl)carbamic acid tert-butyl ester C(C)(C)(C)OC(N(C1=C(C=CC=C1)Br)CCCN)=O